trans-1-(1-(2-(((1r,4r)-4-aminocyclohexyl)amino)-5-fluoropyrimidin-4-yl)-1H-pyrazol-4-yl)pyridin-2(1H)-one N[C@@H]1CC[C@H](CC1)NC1=NC=C(C(=N1)N1N=CC(=C1)N1C(C=CC=C1)=O)F